6-(3-chloro-phenyl)-2-{1-[methoxycarbonylmethyl-(4-methylphenylsulfonyl)-amino]-methyl}-nicotinic acid methyl ester COC(C1=C(N=C(C=C1)C1=CC(=CC=C1)Cl)CN(S(=O)(=O)C1=CC=C(C=C1)C)CC(=O)OC)=O